(S)-(4-bromo-2-fluorophenyl)(2-(hydroxymethyl)-4-(methoxyimino)pyrrolidin-1-yl)methanone BrC1=CC(=C(C=C1)C(=O)N1[C@@H](CC(C1)=NOC)CO)F